N1(CCC1)CC(C)(C)N1N=C(C=C1)S(=O)(=O)N 1-(1-(azetidin-1-yl)-2-methylpropan-2-yl)-1H-pyrazole-3-sulfonamide